C(C)C1=C(N=CC(=N1)C1=CNC2=C(C=CC=C12)C#N)OC1CNCC1 3-(6-ethyl-5-(pyrrolidin-3-yloxy)pyrazin-2-yl)-1H-indole-7-carbonitrile